5'-chloro-N-[(1-methyl-1H-imidazol-5-yl)methyl]-7'-oxo-7',8'-dihydro-6'H-spiro[cyclohexane-1,9'-furo[2,3-f]quinazoline]-2'-carboxamide ClC=1C=C2C(=C3C4(NC(NC13)=O)CCCCC4)OC(=C2)C(=O)NCC2=CN=CN2C